C(CCCC)C1(C(C(=O)O)C=CC=C1)N.C(C=1C(N)=CC=CC1)(=O)OC(C)CCC 2-pentyl anthranilate (2-pentyl 2-aminobenzoate)